C1(=CC=CC=2C3=CC=CC=C3NC12)C1=C(C=CC(=C1)C)C1=CC=C(C=C1)C carbazolyldimethylbiphenyl